4'-(8-hydroxy-octyloxy)chalcone OCCCCCCCCOC1=CC=C(C(/C=C/C2=CC=CC=C2)=O)C=C1